O1COC2=C1C=CC(=C2)[C@H](C)NC2=CC(N(C(N2)=O)CC)=O (S)-6-((1-(benzo[d][1,3]dioxol-5-yl)ethyl)amino)-3-ethylpyrimidine-2,4(1h,3h)-dione